(1S,3S)-3-((6-(Methyl 3-(aminomethyl)-5-methylthiophen-2-yl)-2-methylpyridin-3-yl)oxy)cyclohexane-1-carboxylate CC=1C(=C(SC1C)C1=CC=C(C(=N1)C)O[C@@H]1C[C@H](CCC1)C(=O)[O-])CN